(((4-(allyloxy)-2,3,5,6-tetrafluorophenoxy)methyl)sulfonyl)-5,5-dimethyl-4,5-dihydroisoxazole C(C=C)OC1=C(C(=C(OCS(=O)(=O)C2=NOC(C2)(C)C)C(=C1F)F)F)F